(1R,5S)-8-oxa-3-azabicyclo[3.2.1]octane, hydrochloride Cl.[C@H]12CNC[C@H](CC1)O2